FC(C1=C(C=C(N=N1)NC(OC(C)(C)C)=O)OC)F tert-butyl N-[6-(difluoromethyl)-5-methoxy-pyridazin-3-yl]carbamate